C(C)(C)(CC)N=NC1(CCCCC1)C#N 1-(tert-pentylazo)cyclohexanecarbonitrile